C(C)OC(=O)C=1N=C2N(C=CC(=C2)C2=C(C(=CC(=C2O)F)Cl)Cl)C1 7-(2,3-Dichloro-5-fluoro-6-hydroxyphenyl)imidazo[1,2-a]pyridine-2-carboxylic acid ethyl ester